(R)-4-(1-aminoethyl)benzenesulfonamide tert-butyl-3-amino-3-(trifluoromethyl)pyrrolidine-1-carboxylate C(C)(C)(C)OC(=O)N1CC(CC1)(C(F)(F)F)N.N[C@H](C)C1=CC=C(C=C1)S(=O)(=O)N